NC[C@H](CCN(C)C)N(C([C@@H](CC(=O)OC(C1=C(C=CC=C1)Cl)(C1=CC=CC=C1)C1=CC=CC=C1)CC1=CC=CC=C1)=O)C (2-Chlorotrityl) (R)-4-(((S)-1-amino-4-(dimethylamino) butan-2-yl)(methyl)amino)-3-benzyl-4-oxobutanoate